tert-butyl 3-(2-hydroxyethoxy)propanoate OCCOCCC(=O)OC(C)(C)C